1-(aminomethyl)cyclopentan-1-ol hydrochloride Cl.NCC1(CCCC1)O